(1R)-1-(2-nitrophenyl)ethylamine hydrochloride Cl.[N+](=O)([O-])C1=C(C=CC=C1)[C@@H](C)N